5-[[3-fluoro-4-(2-guanidinoethylsulfanyl-carbonylamino)phenyl]sulfonylamino]thiazole-4-carboxylic acid FC=1C=C(C=CC1NC(=O)SCCNC(=N)N)S(=O)(=O)NC1=C(N=CS1)C(=O)O